3-hydroxybutan-1-one OC(CC=O)C